O1[C@H](COC2=C1C=CC=C2)C2=CC=C(CN1CC3(CCCN3C(COC)=O)CC1)C=C2 1-(7-{4-[(2S)-2,3-dihydro-1,4-benzodioxin-2-yl]benzyl}-1,7-diazaspiro[4.4]non-1-yl)-2-methoxyethanone